C1(=CC=CC=C1)N1C=2C=CC=CC2C=2C1=C1N(C3=CC=CC=C3C1=CC2)C=2C(=C(C(=C(C2N2C1=CC=CC=C1C=1C=C(C=CC21)C(F)(F)F)C2=CC=CC=C2)C#N)C2=CC=CC=C2)N2C1=CC=CC=C1C=1C=C(C=CC21)C(F)(F)F 5'-(12-phenylindolo[2,3-a]carbazol-11(12H)-yl)-4',6'-bis(3-(trifluoromethyl)-9H-carbazol-9-yl)-[1,1':3',1''-terphenyl]-2'-carbonitrile